O=C1NC(CCC1NC(=O)C1=CC=C(C=2OCOC21)N2CCC(CC2)CO)=O N-(2,6-dioxopiperidin-3-yl)-7-(4-(hydroxymethyl)piperidin-1-yl)benzo[d][1,3]dioxolan-4-carboxamide